ClC1=C2C=CN=CC2=CC=C1S1C(=NC=C1)N 1-(5-chloroisoquinolin-6-yl)thiazol-2-amine